FC1=C(C=CC(=C1F)C=C1CN(C1)CCCF)C1=C(CCCC2=C1C=CC(=C2)C(=O)O)C2=C(C=C(C=C2)F)C 9-(2,3-difluoro-4-((1-(3-fluoropropyl)azetidin-3-ylidene)methyl)phenyl)-8-(4-fluoro-2-methylphenyl)-6,7-dihydro-5H-benzo[7]annulene-3-carboxylic acid